ethyl 2-phenyl-1-tosyl-2,5-dihydro-1H-pyrrole-3-carboxylate C1(=CC=CC=C1)C1N(CC=C1C(=O)OCC)S(=O)(=O)C1=CC=C(C)C=C1